2,2-difluorocyclopropanecarboxamide FC1(C(C1)C(=O)N)F